O=C1NC(CCC1C1=CC=C(C=C1)C1CCN(CC1)CCCCCCCCCCCC1=C2C(N(C(C2=CC=C1)=O)[C@H](CS(=O)(=O)C)C1=CC(=C(C=C1)OC)OCC)=O)=O 4-(11-(4-(4-(2,6-dioxopiperidin-3-yl)phenyl)piperidin-1-yl)-undecyl)-2-((S)-1-(3-ethoxy-4-methoxyphenyl)-2-(methylsulfonyl)ethyl)isoindoline-1,3-dione